3-((4-amino-1-(methyl-d3)-1H-pyrazol-3-yl)oxy)-2,2-dimethylcyclobutan-1-ol NC=1C(=NN(C1)C([2H])([2H])[2H])OC1C(C(C1)O)(C)C